ethyl 4-amino-6-chloro-5-Fluoronicotinate NC1=C(C(=NC=C1C(=O)OCC)Cl)F